OC1=C(C=CC2=CC=CC=C12)C(=O)NN=C(CC)C 1-hydroxy-N'-(1-methylpropylidene)-2-naphthoyl-hydrazine